6-(2,7-Dichloro-8-fluoro-5-methoxypyrido[4,3-d]pyrimidin-4-yl)-2-oxa-6-azabicyclo[5.1.0]octane ClC=1N=C(C2=C(N1)C(=C(N=C2OC)Cl)F)N2CCCOC1CC21